OC1=C(C(=NN1C1=NC=C(C=C1)S(=O)(=O)C)C)C1=C(C=C(C#N)C=C1)C 4-(5-hydroxy-3-methyl-1-(5-(methylsulfonyl)pyridin-2-yl)-1H-pyrazol-4-yl)-3-methylbenzonitrile